C(C)(C)(C)OC(=O)N1CCC(=CC1)C1=NN(C2=CC=C(C=C12)[N+](=O)[O-])C(=O)OC(C)(C)C tert-butyl 3-(1-(tert-butoxycarbonyl)-1,2,3,6-tetrahydropyridin-4-yl)-5-nitro-1H-indazole-1-carboxylate